FC1=C(C=C(C=C1)B(O)O)C(=O)N1CCCCC1 4-FLUORO-3-(PIPERIDINE-1-CARBONYL)PHENYLBORONIC ACID